C(C=C(C(=O)N)C)C=C(C(=O)N)C methylenebis-methacrylamide